IC1=CC(=C(C=C1C)N(C(C#CC)=O)C=1C=CC=2C(N1)=CN(N2)[C@@H](COC)C)C (R)-N-(4-iodo-2,5-dimethylphenyl)-N-(2-(1-methoxypropan-2-yl)-2H-pyrazolo[4,3-b]pyridin-5-yl)but-2-ynamide